ethyl 6-hydroxy-2-phenylthieno[2,3-b]pyridine-5-carboxylate OC1=C(C=C2C(=N1)SC(=C2)C2=CC=CC=C2)C(=O)OCC